2-(ethylamino)-N-(4-((3-methyl-5-(6-methyl-1H-pyrazolo[3,4-d]pyrimidin-4-yl)-4,5,6,7-tetrahydro-1H-pyrazolo[4,3-c]pyridin-1-yl)methyl)bicyclo[2.2.2]octan-1-yl)acetamide C(C)NCC(=O)NC12CCC(CC1)(CC2)CN2N=C(C=1CN(CCC12)C1=C2C(=NC(=N1)C)NN=C2)C